C(N)(=O)C=1C(=NC(=NC1)N1CCC(CC1)C(=O)OCC)NC1=C(C=CC=C1)S(=O)(=O)C ethyl 1-(5-carbamoyl-4-((2-(methylsulfonyl)phenyl)amino)pyrimidin-2-yl)piperidine-4-carboxylate